3-[2-(7-methylspiro[2H-benzofuran-3,1'-cyclopropane]-4-yl)oxypyrimidin-5-yl]-1H-imidazo[4,5-b]pyridin-2-one CC1=CC=C(C2=C1OCC21CC1)OC1=NC=C(C=N1)N1C(NC=2C1=NC=CC2)=O